(1,2,4-triisopropylcyclopentadienyl)tris(methylethylamino)hafnium C(C)(C)C1(C(=CC(=C1)C(C)C)C(C)C)[Hf](N(C)CC)(N(C)CC)N(CC)C